tetraethylene glycol phenyl ether acrylate C(C=C)(=O)OCCOCCOCCOCCOC1=CC=CC=C1